maleimidoacetoxysuccinimide C1(C=CC(N1CC(=O)OC1C(=O)NC(C1)=O)=O)=O